N=1C(CCCC1C(=O)O)C(=O)O 2,3,4,5-Tetrahydropyridine-2,6-dicarboxylic acid